OCC1(CC1)C(=O)O 1-(HYDROXYMETHYL)CYCLOPROPANECARBOXYLIC ACID